4,6-diethyl-7-ethylaminocoumarin C(C)C1=CC(OC2=CC(=C(C=C12)CC)NCC)=O